FC=1C=C2C(C(N(C2=CC1)C1CCN(CC1)C1CCC(CC1)C(C)C)=O)CC(=O)NOC 2-(5-fluoro-1-(1-((1s,4s)-4-isopropylcyclohexyl)piperidin-4-yl)-2-oxoindolin-3-yl)-N-methoxy-acetamide